C1=CC=C(C=C1)CC(=O)C(=O)[O-].C1=CC=C(C=C1)CC(=O)C(=O)[O-].[Ca+2] calcium α-ketophenylalanine